methyl 4-amino-4-(4-chloro-2-(1-methyl-1H-pyrazol-4-yl)phenyl)-2-methylenebutanoate NC(CC(C(=O)OC)=C)C1=C(C=C(C=C1)Cl)C=1C=NN(C1)C